FC(C(=O)O)(F)F.O=C1N(C2=CC=C(C=3C2=C1C=CC3)NC3CCNCC3)C3C(NC(CC3)=O)=O 3-[2-oxo-6-(4-piperidylamino)benzo[cd]indol-1-yl]piperidine-2,6-dione trifluoroacetate